C(CC)(=O)O.C(CC)(=O)O propionic acid (propanoate)